C(C)SC1=C(N=CC2=CC(=CC=C12)C1(CC1)C#N)C1=NC=2C(=NC=C(C2)C(F)(F)F)N1C 1-[4-ethylsulfanyl-3-[3-methyl-6-(trifluoromethyl)imidazo[4,5-b]pyridin-2-yl]-7-isoquinolyl]cyclopropanecarbonitrile